Methyl 3-(7-(2-(cyclohex-2-en-1-ylamino)-2-oxoethoxy)naphthalen-2-yl)-3-(6-methylbenzofuran-5-yl)propanoate C1(C=CCCC1)NC(COC1=CC=C2C=CC(=CC2=C1)C(CC(=O)OC)C=1C(=CC2=C(C=CO2)C1)C)=O